CN(S(=O)(=O)N(CC)CC1=CC=C(C=C1)C1=NOC(=N1)C(F)(F)F)C N-(dimethylsulfamoyl)-N-[[4-[5-(trifluoromethyl)-1,2,4-oxadiazol-3-yl]phenyl]methyl]ethanamine